3-(3-fluoro-4-(4-(pyrrolidin-1-yl)piperidin-1-yl)phenyl)-1H-1,2,4-triazole-3,5-diamine FC=1C=C(C=CC1N1CCC(CC1)N1CCCC1)C1(NNC(=N1)N)N